(S)-1-(3-(4-amino-3-((2-fluoro-3,5-dimethoxyphenyl)ethynyl)-7-propionyl-1H-pyrazolo[4,3-c]pyridin-1-yl)pyrrolidin-1-yl)prop-2-en-1-one NC1=NC=C(C2=C1C(=NN2[C@@H]2CN(CC2)C(C=C)=O)C#CC2=C(C(=CC(=C2)OC)OC)F)C(CC)=O